NC[C@](C(=O)NC1=CC=2C(=CN=CC2)S1)([2H])C1=CC=C(C=C1)CO (S)-3-amino-2-(4-(hydroxymethyl)phenyl)-N-(thieno[2,3-c]pyridin-2-yl)-propanamide-2-d